1-(6-(((5-(2-aminopyridin-4-yl)-7H-pyrrolo[2,3-d]pyrimidin-4-yl)amino)methyl)pyridin-2-yl)piperidin-3-ol NC1=NC=CC(=C1)C1=CNC=2N=CN=C(C21)NCC2=CC=CC(=N2)N2CC(CCC2)O